(R)-3-amino-5-bromo-4-((5-carboxypentan-2-yl)amino)benzoic acid NC=1C=C(C(=O)O)C=C(C1N[C@H](C)CCCC(=O)O)Br